NCC=1C=C(C=CC1)C=1C=C(C2=C(C(=CO2)COC2=C(C=CC=C2)CC(=O)O)C1)OCC1=NN(C=C1)C 2-(2-((5-(3-(aminomethyl)phenyl)-7-((1-methyl-1H-pyrazol-3-yl)methoxy)benzofuran-3-yl)methoxy)phenyl)acetic acid